FC(C)(F)C=1N=CNC(C1OC1=C(C=C(C#N)C=C1C(F)(F)F)C)=O 4-((4-(1,1-difluoro-ethyl)-6-oxo-1,6-dihydropyrimidin-5-yl)oxy)-3-methyl-5-(trifluoromethyl)-benzonitrile